O=C1NC(CCC1C1=NN(C2=CC(=CC=C12)N1CC2C(CC1)N(CC2)C(=O)OC(C)(C)C)C)=O tert-Butyl 5-[3-(2,6-dioxo-3-piperidyl)-1-methyl-indazol-6-yl]-3,3a,4,6,7,7a-hexahydro-2H-pyrrolo[3,2-c]pyridine-1-carboxylate